asparagine sodium salt hydrate O.[Na+].N[C@@H](CC(N)=O)C(=O)[O-]